C(C)(=O)[O-].C(C)[NH+](CC)CC Triethylammonium acetat